6-({[(1S)-1-cyclopropylethyl]amino}methyl)-3-fluoroimidazo[1,2-a]pyridine-8-carboxylic acid methyl ester COC(=O)C=1C=2N(C=C(C1)CN[C@@H](C)C1CC1)C(=CN2)F